CN1N=CC(=C1)C=1C=C2CCCN(C2=CC1)C([C@H](C1=CC=CC=C1)NCCC1=CC=C(C#N)C=C1)=O |r| (S) and (R)-4-(2-((2-(6-(1-methyl-1H-pyrazol-4-yl)-3,4-dihydroquinolin-1(2H)-yl)-2-Oxo-1-phenylethyl)amino)ethyl)benzonitrile